N-(2,2-dimethyl-3-phenylpropionyl)-O-(trans-3-(2-(5,6,7,8-tetrahydro-1,8-naphthyridin-2-yl)ethyl)cyclobutyl)homoserine CC(C(=O)N[C@@H](CCO[C@@H]1C[C@H](C1)CCC1=NC=2NCCCC2C=C1)C(=O)O)(CC1=CC=CC=C1)C